7-(3-Butyl-5-(diaminomethylene)-2,4,6-trioxotetrahydropyrimidin-1(2H)-yl)-2-methylspiro[3.5]nonane-2-carboxamide C(CCC)N1C(N(C(C(C1=O)=C(N)N)=O)C1CCC2(CC(C2)(C(=O)N)C)CC1)=O